(R)-N-(1-(2-((1-(5-chloro-6-oxo-1,6-dihydropyridazin-4-yl)pyrrolidin-3-yl)oxy)pyridin-4-yl)piperidin-4-yl)cyclopropanecarboxamide ClC1=C(C=NNC1=O)N1C[C@@H](CC1)OC1=NC=CC(=C1)N1CCC(CC1)NC(=O)C1CC1